N-(4-((4-(1-isopropyl-1H-pyrazol-4-yl)-5-methylpyrimidin-2-yl)amino)phenethyl)-3-benzoylacrylamide C(C)(C)N1N=CC(=C1)C1=NC(=NC=C1C)NC1=CC=C(CCNC(C=CC(C2=CC=CC=C2)=O)=O)C=C1